5,5-difluoro-1-methylcyclohexane-1,2-diol FC1(CCC(C(C1)(O)C)O)F